2-pentafluoropropyl-4,5-dicyanoimidazole lithium salt [Li].FC(CC(F)(F)F)(C=1NC(=C(N1)C#N)C#N)F